NC=1C(=NC(=C(N1)C(=O)N)N)C(=O)N 3,6-diamino-2,5-pyrazinedicarboxamide